FC([C@H]1CNCC1)(F)F (R)-3-(trifluoromethyl)pyrrolidine